5-bromo-7-fluoro-9-methyl-1,4-dihydro-1,4-epiminonaphthalene BrC1=C2C3C=CC(C2=CC(=C1)F)N3C